OC[C@@H]1[C@@H](CC1)N(CCCCCCCC(=O)N(CCCCCCCCCC)CCCCCCCCCC)CCCCCCCC(=O)N(CCCCCCCCCC)CCCCCCCCCC 8,8'-(((1R,2S)-2-(hydroxymethyl)-cyclobutyl)azanedi-yl)bis(N,N-didec-yloctanamide)